4-Methoxy-N-((2S)-4-methyl-1-(2-((methylsulfinyl)carbonyl)-2-(((S)-2-oxopyrrolidin-3-yl)methyl)hydrazineyl)-1-oxopentan-2-yl)-1H-indole-2-carboxamide COC1=C2C=C(NC2=CC=C1)C(=O)N[C@H](C(=O)NN(C[C@H]1C(NCC1)=O)C(=O)S(=O)C)CC(C)C